2-amino-6-borono-2-(3-((S)-1-methoxypropan-2-ylamino)propyl)hexanoic acid NC(C(=O)O)(CCCCB(O)O)CCCN[C@H](COC)C